C(#N)C1=C(C=CC(=C1)C(F)(F)F)N1CCC(CC1)(C(=O)N[C@H]1CNCC1)C=1C=CC(=NC1)C=1C(=NC=CC1)OCC 1-[2-cyano-4-(trifluoromethyl)phenyl]-4-{2'-ethoxy-[2,3'-bipyridine]-5-yl}-N-[(3R)-pyrrolidin-3-yl]piperidine-4-carboxamide